CC1=C(C=NC=C1)C=1C=C2C(NC(NC2=CC1)=O)=O 6-(4-methylpyridin-3-yl)quinazoline-2,4(1H,3H)-dione